peroxyneodecanoic acid tert-butyl ester C(C)(C)(C)OOC(CCCCCC(C)(C)C)=O